COC(=O)C=1C=2C=NN(C2C=C(C1)Br)C(C)C 6-Bromo-1-isopropyl-1H-indazole-4-carboxylic acid methyl ester